(5'S,7a'R)-5'-(3,5-difluoro-phenyl)-1-(5-methyl-1,3,4-oxadiazole-2-carbonyl)-tetrahydro-3'H-spiro[piperidine-4,2'-pyrrolo[2,1-b]-[1,3]oxazol]-3'-one FC=1C=C(C=C(C1)F)[C@@H]1CC[C@H]2OC3(C(N21)=O)CCN(CC3)C(=O)C=3OC(=NN3)C